FC1=NC=CC(=C1F)C1CCN(CC1)CC=1C=C2CN(C(C2=CC1)=O)C1C(NC(CC1)=O)=O 3-(5-((4-(2,3-difluoropyridin-4-yl)piperidin-1-yl)methyl)-1-oxoisoindolin-2-yl)piperidine-2,6-dione